(S)-3-amino-7-(3-hydroxy-3-methylbutoxy)-5-methyl-2,3-dihydrobenzo[b][1,4]oxazepin-4(5H)-one hydrochloride Cl.N[C@@H]1C(N(C2=C(OC1)C=CC(=C2)OCCC(C)(C)O)C)=O